O=C1NC(CCC1N1C(C2=CC=CC(=C2C1=O)NCCOCCOCCOCCOCCC(=O)O)=O)=O 3-[2-[2-[2-[2-[[2-(2,6-dioxo-3-piperidyl)-1,3-dioxo-isoindolin-4-yl]amino]ethoxy]ethoxy]ethoxy]ethoxy]propanoic acid